CN([C@H](CNC(C[C@@H](C1(CC1)C(F)(F)F)C1=CC=NC=C1)=O)CC1=C(C2=C(NC(O2)=O)C=C1)C)C (R)-N-((S)-2-(dimethylamino)-3-(7-methyl-2-oxo-2,3-dihydrobenzo[d]oxazol-6-yl)propyl)-3-(pyridin-4-yl)-3-(1-(trifluoromethyl)cyclopropyl)propanamide